C(CCCC\C=C/CC)OC(CCC(=O)OCCCCCCBr)OCCCCC\C=C/CC 6-bromohexyl 4,4-bis(((Z)-non-6-en-1-yl)oxy)butanoate